NC1=C(N=CS1)C(=O)N 5-aminothiazole-4-carboxamide